N-[(5-Chloro-1H-benzotriazol-1-yl)-dimethylamino-morpholino]-uronium hexafluorophosphat F[P-](F)(F)(F)(F)F.ClC1=CC2=C(N(N=N2)C2(OCCN(C2)[NH+]=C(O)N)N(C)C)C=C1